C(CCCCCCCCCCC)(=O)OC(C)C lauric acid, isopropyl ester